Fluoroquinolonehydroxamic acid FC1=C(C(NC2=CC=CC=C12)=O)C(=O)NO